ClC1=C(C(=O)OC)C=C(C=C1C=CC=1N=NN(C1)CC1=CC=C(C=C1)OC)F methyl 2-chloro-5-fluoro-3-[2-[1-[(4-methoxyphenyl)methyl]triazol-4-yl]vinyl]benzoate